2-methyl-6-fluoro-3,4-dihydro-2H-isoquinoline-1-one CN1C(C2=CC=C(C=C2CC1)F)=O